4-chloro-7-phenylquinoline ClC1=CC=NC2=CC(=CC=C12)C1=CC=CC=C1